(R)-l-1-methoxy-10-methyl-2,3,4,4a,5,6-hexahydro-1H,14H-pyrazino[1',2':5,6][1,5]oxazocino[2,3-g]quinoline CO[C@@H]1CNCC2N1CC1=C(C=C3C=C(C=NC3=C1)C)OCC2